ditrimethyltin sulfate S(=O)(=O)([O-])[O-].C[Sn+](C)C.C[Sn+](C)C